COP(=O)(OP(=O)OC)C1=C(C=CC=C1)NC1=NC(=NC=C1C(F)(F)F)NC1=CC=C(C=2CCOC21)C(NOC)=O 2-((2-((4-(methoxycarbamoyl)-2,3-dihydrobenzofuran-7-yl)amino)-5-(trifluoromethyl)pyrimidine-4-yl)amino)phenyl-diphosphonic acid dimethyl ester